C(C1=CC=CC=C1)N1C=C(C=CC1=O)OC1=C(C=C(C=C1Cl)N1N=C(C(NC1=O)=O)CO)Cl 2-(4-((1-benzyl-6-oxo-1,6-dihydropyridin-3-yl)oxy)-3,5-dichlorophenyl)-6-(hydroxymethyl)-1,2,4-triazine-3,5(2H,4H)-dione